o-chlorobenzoyl-aniline ClC1=C(NC(C2=CC=CC=C2)=O)C=CC=C1